ClC=1C(=NC=C(C1)C(F)(F)F)C(=O)NC1=C(C=C(C=C1C(=O)NN=CC1=CSC=C1)Cl)C 3-chloro-N-(4-chloro-2-methyl-6-(2-(thien-3-ylmethylene)hydrazine-1-carbonyl)phenyl)-5-(trifluoromethyl)picolinamide